C(C)OC(/C=C/C1=CC(=C(C(=O)O)C=C1)OC)=O (E)-4-(3-ethoxy-3-oxoprop-1-en-1-yl)-2-methoxybenzoic acid